C(C)(=O)OCCC(=C)CC 3-ethyl-3-butenyl acetate